FC1=CC=2N(C=C1)C(=CN2)C2=C1CNC(C1=C(C=C2)NC2=NC=C(C=C2)N2CCOCC2)=O 4-(7-fluoroimidazo[1,2-a]pyridin-3-yl)-7-[(5-morpholino-2-pyridyl)amino]isoindolin-1-one